OCCNC(C(CC1=CC=CC=C1)NC(OC(C)(C)C)=O)=O Tert-butyl (1-((2-hydroxyethyl)amino)-1-oxo-3-phenylpropan-2-yl)carbamate